1-(((3-Butyl-7-(ethylthio)-5-(4-fluorophenyl)-1,1-dioxido-2,3,4,5-tetrahydro-1,2,5-benzothiadiazepin-8-yl)oxy)methyl)cyclopropan C(CCC)C1NS(C2=C(N(C1)C1=CC=C(C=C1)F)C=C(C(=C2)OCC2CC2)SCC)(=O)=O